(4-bromopyridin-2-yl)-4-fluorobenzamide BrC1=CC(=NC=C1)C1=C(C(=O)N)C=CC(=C1)F